C1(CC1)C1=NC(=NN1)NC=1SC(=C(N1)C=1C=C(C#N)C=CC1)N1N=CN=C1 3-{2-[(5-Cyclopropyl-1H-1,2,4-Triazol-3-Yl)Amino]-5-(1H-1,2,4-Triazol-1-Yl)-1,3-Thiazol-4-Yl}Benzonitrile